NCCNC([C@H](CC1=CC=CC=C1)NC([C@H](CC1=CC=CC=C1)NC(CCCCCCCNC(OC(C)(C)C)=O)=O)=O)=O tert-butyl (8-(((S)-1-(((S)-1-((2-aminoethyl)amino)-1-oxo-3-phenylpropan-2-yl)amino)-1-oxo-3-phenylpropan-2-yl)amino)-8-oxooctyl)carbamate